methyl 2-(6'-(1-fluoroethyl)-1'-oxo-1'H-spiro[cyclopropane-1,4'-isoquinolin]-2'(3'H)-yl)acetate FC(C)C=1C=C2C3(CN(C(C2=CC1)=O)CC(=O)OC)CC3